CC1=CC(=NC=C1[N+](=O)[O-])OC1=CC=C(C=C1)C=1N=CN(C1)C(C1=CC=CC=C1)(C1=CC=CC=C1)C1=CC=CC=C1 4-methyl-5-nitro-2-(4-(1-trityl-1H-imidazol-4-yl)phenoxy)pyridine